5-[(3S)-5-fluoro-7-hydroxy-3-{[(oxan-4-yl)methyl]amino}-3,4-dihydro-2H-1-benzothiopyran-6-yl]-1λ6,2,5-thiadiazolidine-1,1,3-trione FC1=C(C(=CC2=C1C[C@@H](CS2)NCC2CCOCC2)O)N2CC(NS2(=O)=O)=O